FC1(C(CN(CC1)CC=1C=C2C(N(C=NC2=C(C1)C(F)(F)F)C1=CC(=CC=C1)C1(CC(C1)C)C1=NN=CN1C)=O)C)F 6-((4,4-Difluoro-3-methylpiperidin-1-yl)methyl)-3-(3-((1s,3s)-3-methyl-1-(4-methyl-4H-1,2,4-triazol-3-yl)cyclobutyl)phenyl)-8-(trifluoromethyl)quinazolin-4(3H)-one